IC1=C(C=CC(=C1)C(F)(F)F)O 2-iodo-4-(trifluoromethyl)phenol